FC=1C=CC=2C3CC[C@@]4(C(\C(\[C@H](C4C3CCC2C1)CCC(=O)NC1=NC=C(C=C1)N1CCOCC1)=C/O)=O)C 3-((13S,15S,Z)-3-fluoro-16-(hydroxymethylene)-13-methyl-17-oxo-7,8,9,11,12,13,14,15,16,17-decahydro-6H-cyclopenta[a]phenanthren-15-yl)-N-(5-morpholinopyridin-2-yl)propanamide